C(C)(C)(C)OC(=O)N1C2CN(CC1CC2)C2=C1C(=NC=C2)NC(=C1)C=1C=NN(C1F)C 3-(2-(5-fluoro-1-methyl-1H-pyrazol-4-yl)-1H-pyrrolo[2,3-b]pyridin-4-yl)-3,8-diazabicyclo[3.2.1]octane-8-carboxylic acid tert-butyl ester